CC1=CC=C(C=C1)S\C=N\NS(=O)(=O)C1=CC=C(C=C1)C N-{[(E)-[(4-methylphenyl)thio]methylene]amino}-4-methylbenzenesulfonamide